Cl.NCC(CN1C=CC2=CC(=CC=C12)C(=O)N1CCC1)=CF (1-(2-(aminomethyl)-3-fluoroallyl)-1H-indol-5-yl)(azetidin-1-yl)methanone hydrochloride